3-[6-(4,4-difluoropiperidine-1-carbonyl)-1-naphthyl]-6-methyl-5H-pyrrolo[3,4-b]pyridin-7-one FC1(CCN(CC1)C(=O)C=1C=C2C=CC=C(C2=CC1)C=1C=C2C(=NC1)C(N(C2)C)=O)F